2-(1H-indol-3-yl)-1-(6-(methyl-(7H-pyrrolo[2,3-d]pyrimidin-4-yl)amino)-2-azaspiro[3.3]heptan-2-yl)ethanone N1C=C(C2=CC=CC=C12)CC(=O)N1CC2(C1)CC(C2)N(C=2C1=C(N=CN2)NC=C1)C